ClC1=CN=C(S1)CN1CC2(CC1=O)CCN(CC2)C(=O)[O-] 2-((5-chlorothiazol-2-yl)methyl)-3-oxo-2,8-diazaspiro[4.5]decane-8-carboxylate